CC(COC=CCOCC=COCC(CC)C)CC (2-methylbutoxy)-2-propenyl ether